3-(2,2-difluoroethoxy)-N-(4-(2,5-difluorophenyl)-2-(3-(trifluoromethyl)tetrahydro-2H-pyran-4-yl)pyridin-3-yl)isoxazole-5-carboxamide FC(COC1=NOC(=C1)C(=O)NC=1C(=NC=CC1C1=C(C=CC(=C1)F)F)C1C(COCC1)C(F)(F)F)F